(Z)-2-(phenyl-(pyridin-2-yl)methylene)hydrazine C1(=CC=CC=C1)/C(=N/N)/C1=NC=CC=C1